3-chloro-5-ethynylbenzaldehyde ClC=1C=C(C=O)C=C(C1)C#C